tert-butyl 4-((methylsulfonyl)-oxy)piperidine-1-carboxylate CS(=O)(=O)OC1CCN(CC1)C(=O)OC(C)(C)C